5-(2-nitrophenyl)-1H-1,2,4-triazole [N+](=O)([O-])C1=C(C=CC=C1)C1=NC=NN1